N-((4,4-difluorocyclohexyl)(5-((2-oxo-4-(trifluoromethyl)imidazolidin-1-yl)methyl)benzo[d]oxazol-2-yl)methyl)-3-ethylisoxazole-4-carboxamide FC1(CCC(CC1)C(NC(=O)C=1C(=NOC1)CC)C=1OC2=C(N1)C=C(C=C2)CN2C(NC(C2)C(F)(F)F)=O)F